BrC1=CC=2N(C=C1C)N=CC2 5-bromo-6-methylpyrazolo[1,5-a]pyridine